FC1=CC=C(OCC[C@H](NC([C@@H](COC)NC(=O)C2=NC=CN=C2)=O)B(O)O)C=C1 ((R)-3-(4-fluorophenoxy)-1-((R)-3-methoxy-2-(pyrazine-2-carboxamido)propanamido)propyl)boronic acid